S1N=CN=C1C1=NC=CC(=C1)C1=NOC(=N1)C(F)(F)F 3-(2-(1,2,4-thiadiazol-5-yl)pyridin-4-yl)-5-(trifluoromethyl)-1,2,4-oxadiazole